3-((3-(aminomethyl)phenyl)amino)azetidine-1-carboxylate NCC=1C=C(C=CC1)NC1CN(C1)C(=O)[O-]